2-[4-[4-[(4-chloro-2-fluoro-phenyl)methoxy]thiazol-5-yl]-2,5-difluoro-phenyl]acetic acid ClC1=CC(=C(C=C1)COC=1N=CSC1C1=CC(=C(C=C1F)CC(=O)O)F)F